C(C)(=O)OCCCC1=C(N(C2=C(C(=CC=C12)Cl)C=1C(=NN(C1COCC1=CC=C(C=C1)OC)C12CC(C1)C2)C)C)C(=O)OC Methyl 3-(3-acetoxypropyl)-7-(1-(bicyclo[1.1.1]pentan-1-yl)-5-(((4-methoxybenzyl)oxy)methyl)-3-methyl-1H-pyrazol-4-yl)-6-chloro-1-methyl-1H-indole-2-carboxylate